4'-isopropyl-2-hydroxy-2-methylpropiophenone C(C)(C)C1=CC=C(C=C1)C(C(C)(C)O)=O